CC=1C=NC=CC1C=1N=C2N(C=CC=N2)C1C1CNC2=C(O1)C=CC=C2 (2-(3-methylpyridin-4-yl)imidazo[1,2-a]pyrimidin-3-yl)-3,4-dihydro-2H-benzo[b][1,4]oxazine